N-(2-aminoethyl)-2-[(2R)-4-(4-chloro-2-cyanobenzoyl)-2-ethylpiperazin-1-yl]-5-(2-ethoxypyridin-3-yl)benzamide NCCNC(C1=C(C=CC(=C1)C=1C(=NC=CC1)OCC)N1[C@@H](CN(CC1)C(C1=C(C=C(C=C1)Cl)C#N)=O)CC)=O